N1(CCC1)C1=CC=C2C3(CC=4C(=NOC4C2=C1)NS(=O)(=O)C1=C(C=C(C(=O)N(C)C)C=C1OC)OC)CC3 4-(N-(8'-(azetidin-1-yl)-4'H-spiro[cyclopropane-1,5'-naphtho[2,1-d]isoxazol]-3'-yl)sulfamoyl)-3,5-dimethoxy-N,N-dimethylbenzamide